C(C)(=O)N1CCN(CC1)C(=O)C1CN(C(O1)C(F)(F)F)C1=CC(=C(C#N)C=C1)C(F)(F)F 4-(5-(4-Acetylpiperazin-1-carbonyl)-2-(trifluoromethyl)oxazolidin-3-yl)-2-(trifluoromethyl)benzonitril